[C@H]12CN(C[C@H](CC1)N2)C=2C1=C(N=C(N2)OCC23N(CC4=CC(=CC=C24)OC)CCC3)C(=C(N=C1)C1=CC(=CC3=CC=CC(=C13)C#C)O)F 4-(4-((1R,5S)-3,8-diazabicyclo-[3.2.1]octan-3-yl)-8-fluoro-2-((7-methoxy-2,3-dihydro-1H-pyrrolo[2,1-a]isoindol-9b(5H)-yl)methoxy)-pyrido[4,3-d]-pyrimidin-7-yl)-5-ethynylnaphthalen-2-ol